O1C(CCC1)COC1=NC(=CC(=N1)N1CCOCC1)C1=CC=NN1C=1C=C(C=CC1)C 4-(2-((tetrahydrofuran-2-yl)methoxy)-6-(1-(m-tolyl)-1H-pyrazol-5-yl)pyrimidin-4-yl)morpholine